COC1=CC=C(C=N1)COC1=CC=C(N=N1)NCC1=CC=C(C=C1)N1CCN(CC1)C(C)=O 1-[4-(4-{[6-(6-Methoxy-pyridin-3-ylmethoxy)-pyridazin-3-ylamino]-methyl}-phenyl)-piperazin-1-yl]-ethanone